C1(CC1)CCC1(NC(OC2=C1C=CC=C2)=O)C2=CC=CC=C2 4-(2-cyclopropylethyl)-4-phenyl-1,3-benzoxazin-2(4H)-one